(R)-pyrrole-3-carboxylic acid N1C=C(C=C1)C(=O)O